N-Succinimidyl carbonate C1CC(=O)N(C1=O)OC(=O)ON2C(=O)CCC2=O